(S)-N-((S)-1-(1-(2,3-dichlorophenyl)-2,5-dimethyl-6-oxo-1,6-dihydropyrimidin-4-yl)-4'H,6'H-spiro[piperidine-4,5'-pyrrolo[1,2-b]pyrazole]-4'-yl)-2-methylpropane-2-sulfinamide ClC1=C(C=CC=C1Cl)N1C(=NC(=C(C1=O)C)N1CCC2([C@@H](C=3N(N=CC3)C2)N[S@@](=O)C(C)(C)C)CC1)C